imidazo[4,5-c]isothiazole N1SC=C2C1=NC=N2